5-Amino-3-isopropylsulfanyl-1-[6-(triethoxysilyl)hexyl]-1,2,4-triazole NC1=NC(=NN1CCCCCC[Si](OCC)(OCC)OCC)SC(C)C